ClC1=C(C(=CC=C1Cl)OC)B(O)O (2,3-Dichloro-6-methoxy-phenyl)boronic acid